(S)-7-((5-(3-(2-(dimethyl-amino)propan-2-yl)-3-hydroxy-piperidin-1-yl)pyridin-2-yl)amino)-4-(7-fluoro-imidazo[1,2-a]pyridin-3-yl)isoindolin-1-one CN(C(C)(C)[C@]1(CN(CCC1)C=1C=CC(=NC1)NC=1C=CC(=C2CNC(C12)=O)C1=CN=C2N1C=CC(=C2)F)O)C